C(C)OC(=O)C=1C(=NN2C1O[C@@H](CC2)C)C=2C(=NC(=CC2)F)N2CC1(COC1)C2 (5R)-2-[6-fluoro-2-(2-oxa-6-azaspiro[3.3]hept-6-yl)pyridin-3-yl]-5-methyl-6,7-dihydro-5H-pyrazolo[5,1-B][1,3]oxazine-3-carboxylic acid ethyl ester